N-(4-benzyl-5-(4-hydroxy-4-((1-methyl-2-oxo-1H-imidazo[4,5-c]pyridin-3(2H)-yl)methyl)piperidin-1-yl)-5-oxopentyl)-4-chloroquinoline-7-carboxamide C(C1=CC=CC=C1)C(CCCNC(=O)C1=CC=C2C(=CC=NC2=C1)Cl)C(=O)N1CCC(CC1)(CN1C(N(C2=C1C=NC=C2)C)=O)O